8-[(1-Acetylpiperidin-4-yl)amino]-6-amino-7,9-difluoro-1,1-dimethyl-5-oxo-2,3-dihydropyrrolo[1,2-a]quinoline-4-carboxamide C(C)(=O)N1CCC(CC1)NC1=C(C(=C2C(C(=C3N(C2=C1F)C(CC3)(C)C)C(=O)N)=O)N)F